4-{5-[3,5-Bis(trifluoromethyl)phenyl]-5-(trifluoromethyl)-4,5-dihydroisoxazol-3-yl}-2-methylbenzoic acid FC(C=1C=C(C=C(C1)C(F)(F)F)C1(CC(=NO1)C1=CC(=C(C(=O)O)C=C1)C)C(F)(F)F)(F)F